sec-butyl-dipropyl-silane methyl-1-((6'-cyano-4''-(dimethylcarbamoyl)-[1,1':3',1''-terphenyl]-4-yl)methyl)-2-ethoxy-1H-benzo[d]imidazole-7-carboxylate COC(=O)C1=CC=CC2=C1N(C(=N2)OCC)CC2=CC=C(C=C2)C2=CC(=CC=C2C#N)C2=CC=C(C=C2)C(N(C)C)=O.C(C)(CC)[SiH](CCC)CCC